N,N-BIS(4-METHOXYBENZYL)-2-METHYLPROPANE-1-SULFONAMIDE COC1=CC=C(CN(S(=O)(=O)CC(C)C)CC2=CC=C(C=C2)OC)C=C1